2-(pyridin-2-yl)-4,5,6,7-tetrahydro-2H-pyrazolo[3,4-c]pyridin-3-ol N1=C(C=CC=C1)N1N=C2CNCCC2=C1O